1-[3-(2,3-dichloro-6-fluorophenyl)-3-[(4-fluoro-1,3-dimethylindazol-6-yl)amino]pyrrolidin-1-yl]prop-2-en-1-one ClC1=C(C(=CC=C1Cl)F)C1(CN(CC1)C(C=C)=O)NC1=CC(=C2C(=NN(C2=C1)C)C)F